5-bromo-2-(4-fluoro-2-methylphenoxy)-4-methylpyridine-3-carboxylic acid methyl ester COC(=O)C=1C(=NC=C(C1C)Br)OC1=C(C=C(C=C1)F)C